1-(3-methyl-4-hydroxyphenyl)-4-(4-Hydroxyphenyl)cyclohexane CC=1C=C(C=CC1O)C1CCC(CC1)C1=CC=C(C=C1)O